C=C(C(=O)OCC(OCC(Cl)(Cl)Cl)=O)CC(=O)OC1(CCC1)C1=CC=C(C=C1)SC(F)(F)F 1-(2-oxo-2-(2,2,2-trichloroethoxy)ethyl) 4-(1-(4-((trifluoromethyl)thio)phenyl)cyclobutyl) 2-methylenesuccinate